FC(C1(CC1)C=1C=C(C=CC1)NC(OC(C)(C)C)=O)(C1=NN=C(N1C)S)F tert-butyl (3-(1-(difluoro(5-mercapto-4-methyl-4H-1,2,4-triazol-3-yl)methyl)cyclopropyl)phenyl)carbamate